C1(CC1)S(=O)(=O)N1CC(C(CC1)O)C1N2C(C3=CC=CC=C13)=CN=C2 1-(cyclopropylsulfonyl)-3-(5H-imidazo[5,1-a]isoindol-5-yl)piperidin-4-ol